ClC1=CC(=C(COC2=CC=CC(=N2)C2CCN(CC2)CC2=NC3=C(N2CC2=NN=CN2C(C)C)C=C(C=C3)C(=O)O)C=C1)F 2-[(4-{6-[(4-chloro-2-fluorobenzyl)oxy]pyridin-2-yl}piperidin-1-yl)methyl]-1-{[4-(propan-2-yl)-4H-1,2,4-triazol-3-yl]methyl}-1H-benzimidazole-6-carboxylic acid